NC1=NNC(=C1)C1CC(C1)N(C(O)=O)CCC.FC=1C=C(OC2=NC=NC3=CC(=CC=C23)C=2C=NN(C2)C2CCNCC2)C=CC1 4-(3-fluorophenoxy)-7-(1-(piperidin-4-yl)-1H-pyrazol-4-yl)quinazoline (1s,3s)-3-(3-amino-1H-pyrazol-5-yl)cyclobutyl-propylcarbamate